6-[1-(1-Cyano-4-piperidyl)-5-methyl-triazol-4-yl]-4-[1-(1-methylpyrrolo[2,3-c]pyridin-4-yl)ethoxy]pyrazolo[1,5-a]pyridine-3-carbonitrile C(#N)N1CCC(CC1)N1N=NC(=C1C)C=1C=C(C=2N(C1)N=CC2C#N)OC(C)C2=C1C(=CN=C2)N(C=C1)C